ClC1=CC=C(C=C1)C=1N=C2N(C=CC=C2)C1CN1C2CN(CC1CC2)C(=O)C2CCCC2 (8-{[2-(4-Chlorophenyl)imidazo[1,2-a]pyridin-3-yl]methyl}-3,8-diazabicyclo[3.2.1]oct-3-yl)(cyclopentyl)methanone